ClC=1C=C(C=CC1)C1=CC=C(O1)C(=O)Cl 5-(3-chlorophenyl)-2-furoyl chloride